C(C)OC(=O)C=1NC(=CN1)Br.C(CCCCCCCCCCCC)C=1C(=C(C=CC1)CCCCCCCCCCCC)CCCCCCCC tridecyl-octyl-dodecyl-benzene ethyl-5-bromoimidazole-2-carboxylate